methyl-cyclopropane-1-carbonitrile CC1(CC1)C#N